C1(CC1)C1=NC(=CC=C1CNCCOCCOCCOCCNC(OCCCC)=O)C(NC1=CC(=CC=C1)C1(COC1)CC1=NN=CN1C)=O butyl (1-{2-cyclopropyl-6-[(3-{3-[(4-methyl-4H-1,2,4-triazol-3-yl)methyl]oxetan-3-yl}phenyl)carbamoyl]pyridin-3-yl}-5,8,11-trioxa-2-azatridecan-13-yl)carbamate